C(C)(C)C1(N=C(NC1=O)C1=C(C(=O)O)C=C(C=N1)C)C 2-(4-isopropyl-4-methyl-5-oxo-2-imidazoline-2-yl)-5-methyl-nicotinic acid